2-methyl-1H-indole-4-carbonitrile CC=1NC=2C=CC=C(C2C1)C#N